(3S)-1-(tert-butoxycarbonyl)-3-hydroxy-D-proline C(C)(C)(C)OC(=O)N1[C@H]([C@H](CC1)O)C(=O)O